CC=1C=C2CCCC(C2=CC1)=O 6-methyl-3,4-dihydronaphthalen-1(2H)-one